3-(1,2-Dimethoxypropyl)-6-fluoro-2-methoxy-benzaldehyde COC(C(C)OC)C=1C(=C(C=O)C(=CC1)F)OC